C(C(C)C)NC=1C2=C(N=C(N1)NC1=CC=C(C3=C1OCCO3)C(=O)N3CCOCC3)NC=C2 (8-((4-(isobutylamino)-7H-pyrrolo[2,3-d]pyrimidin-2-yl)amino)-2,3-dihydro-benzo[b][1,4]dioxin-5-yl)(morpholino)methanone